6-((N-(4-methoxybenzyl)sulfamoyl)methylene)-2-azaspiro[3.3]Heptane-2-carboxylic acid tert-butyl ester C(C)(C)(C)OC(=O)N1CC2(C1)CC(C2)=CS(NCC2=CC=C(C=C2)OC)(=O)=O